CC1(NC(CC(C1)C(CCCCCN)N)(C)C)C 2,2,6,6-tetramethyl-4-piperidyl-1,6-hexanediamine